C(C)(=O)N(CCCCCNC(CCC(N(CCCCCNC(CCC(N(CCCCCNC(CCC(=O)N(O)CCCCCN)=O)O)=O)=O)O)=O)=O)O N1-[5-(Acetylhydroxyamino)-pentyl]-N26-(5-aminopentyl)-N26,5,16-trihydroxy-4,12,15,23-tetraoxo-5,11,16,22-tetraazahexacosanediamide